BrC1=CC=C(C=C2CN(C2)C(=O)OC(C)(C)C)C=C1 Tert-butyl 3-(4-bromobenzylidene)azetidine-1-carboxylate